pyrazino[2,3-c]quinoline-3-carboxylate N1=CC(=NC=2C=NC=3C=CC=CC3C21)C(=O)[O-]